octanoyl-carnitine CCCCCCCC(=O)OC(CC(=O)O)C[N+](C)(C)C.[Cl-]